IC1=NN(C=C1)CCOC1OCCN1 3-iodo-1-[2-(oxazolidin-2-yloxy)ethyl]-1H-pyrazole